NC1=NN=NN1C1=CC=C(C=C1)C(=O)O.[Ni] nickel 5-amino-1-(4-carboxyphenyl)-tetrazole